(2,5-dimethyl-pyrrolidino)iodoborane CC1N(C(CC1)C)BI